trin-butylethoxysilane C(CCC)[Si](OCC)(CCCC)CCCC